Isopropyl Alcohol HCl Cl.C(C)(C)O